(E)-3-[3-(Benzotriazol-2-yl)-4-hydroxyphenyl]-1-(4-methoxyphenyl)prop-2-en-1-one N=1N(N=C2C1C=CC=C2)C=2C=C(C=CC2O)/C=C/C(=O)C2=CC=C(C=C2)OC